rac-(3aR,3bS,8aR,9R,9aR)-8a-(4-bromophenyl)-6-chloro-3b-hydroxy-9-phenyl-1,3a,3b,8a,9,9a-hexahydro-2H-oxazolo[4'',5'':4',5']cyclopenta[1',2':4,5]furo[3,2-b]pyridin-2-one BrC1=CC=C(C=C1)[C@]12[C@](C3=NC=C(C=C3O1)Cl)([C@H]1[C@@H]([C@H]2C2=CC=CC=C2)NC(O1)=O)O |r|